octyl-decyl alcohol C(CCCCCCC)C(CCCCCCCCC)O